4-(4-(1-isopropyl-4-(trifluoromethyl)-1H-imidazol-2-yl)-3-methoxybenzyl)-2-(4-isopropyl-6-methoxypyrimidin-5-yl)-6,7-dihydro-[1,2,4]triazolo[1,5-a]pyrimidin-5(4H)-one C(C)(C)N1C(=NC(=C1)C(F)(F)F)C1=C(C=C(CN2C=3N(CCC2=O)N=C(N3)C=3C(=NC=NC3OC)C(C)C)C=C1)OC